1,3-propane-dione C(CC=O)=O